4-(benzyloxy)-2-methoxy-6-methylnicotinic acid ethyl ester C(C)OC(C1=C(N=C(C=C1OCC1=CC=CC=C1)C)OC)=O